3-(((2-aminothiazol-5-yl)thio)-2-fluoro-6-methoxy-N,4-dimethylbenzamido)pyrrolidine-1-carboxylic acid tert-butyl ester C(C)(C)(C)OC(=O)N1CC(CC1)N(C(C1=C(C(=C(C=C1OC)C)SC1=CN=C(S1)N)F)=O)C